(2-(hexahydrocyclopenta[c]pyrrol-2(1H)-yl)thiazol-5-yl)(7-oxa-2-azaspiro[3.5]non-2-yl)methanone C1N(CC2C1CCC2)C=2SC(=CN2)C(=O)N2CC1(C2)CCOCC1